BrC1=CC=C(C=2SC=CC21)N 4-bromobenzo[b]thiophene-7-amine